ClC1=C(C=CC(=N1)C#N)C 6-chloro-5-methylpicolinonitrile